N-((1R,5S,6R)-2-((((3aR,5r,6aS)-octahydrocyclopenta[c]pyrrol-5-yl)methyl)sulfonyl)-2-azabicyclo[4.1.0]heptan-5-yl)-5-(oxetan-3-yl)isoxazole-3-carboxamide C1NC[C@H]2[C@@H]1CC(C2)CS(=O)(=O)N2[C@@H]1C[C@@H]1[C@H](CC2)NC(=O)C2=NOC(=C2)C2COC2